1-[(2Z,5Z,9Z)-2,6,10-trimethylcyclododeca-2,5,9-trien-1-yl]ethanone C/C=1/C(CC\C(=C/CC\C(=C/C\C1)\C)\C)C(C)=O